N-(5-methyl-6-(trimethylstannyl)pyridin-2-yl)-4-(trifluoromethyl)picolinamide CC=1C=CC(=NC1[Sn](C)(C)C)NC(C1=NC=CC(=C1)C(F)(F)F)=O